C1(CCCC1)OC1=CC=CC(=N1)C=1C=C2CCC(OC2=CC1)CCC(=O)O 3-[6-(6-cyclopentyloxy-pyridin-2-yl)-chroman-2-yl]-propionic acid